FC1=C(C=C(C=C1)NS(=O)(=O)CC1=CC=CC=C1)C=1C=C2C=NC(=NC2=CC1)N[C@@H]1CN(CCC1)C(=O)OCC1=CC=CC=C1 Benzyl (S)-3-((6-(2-fluoro-5-((phenylmethyl)sulfonamido)phenyl)quinazolin-2-yl)amino)piperidine-1-carboxylate